tert-Butyl-N-(2-aminoethyl)carbamat C(C)(C)(C)OC(NCCN)=O